N-(2-ethynylthiazol-4-yl)quinoline-2-carboxamide C(#C)C=1SC=C(N1)NC(=O)C1=NC2=CC=CC=C2C=C1